The molecule is a hydroperoxy fatty acid that is (6Z,8E,12Z)-octadecatrienoic acid in which the hydroperoxy group is located at position 10. It derives from a gamma-linolenic acid. It is a conjugate acid of a 10-HPO(6,8,12)TrE(1-). CCCCC/C=C\\CC(/C=C/C=C\\CCCCC(=O)O)OO